(1-amino-1,3-propanediyl)bis(phosphonic acid) NC(CCP(O)(O)=O)P(O)(O)=O